C(C)OB1OC(C2=C1C=CC(=C2)NC2=NC=C(C(=N2)N[C@H](CO)C2=CC=CC=C2)C2=NC1(CO2)CCOCC1)(C)C (S)-2-((2-((1-ethoxy-3,3-dimethyl-1,3-dihydrobenzo[c][1,2]oxaborol-5-yl)amino)-5-(3,8-dioxa-1-azaspiro[4.5]dec-1-en-2-yl)pyrimidin-4-yl)amino)-2-phenylethan-1-ol